7-hydroxy-2-(methoxymethyl)-6,7-dihydropyrazolo[1,5-a]pyrazin-4(5h)-one OC1CNC(C=2N1N=C(C2)COC)=O